N,N-dimethyl-heptacosan-10-amine CN(C(CCCCCCCCC)CCCCCCCCCCCCCCCCC)C